C(=O)(O)CC(=O)[C@H](O)[C@@H](O)[C@H](O)[C@H](O)CO carboxymethylglucose